Cl.C1(CCC1)[C@H]1CN(C[C@H](N1)C)C=1N=NC(=CN1)C1=C(C=C(C=C1)C1=NN(C=C1)C)O 2-{3-[(3S,5R)-3-cyclobutyl-5-methylpiperazin-1-yl]-1,2,4-triazin-6-yl}-5-(1-methyl-1H-pyrazol-3-yl)phenol hydrochloride